CC(=C)CC(CCC(CC(C)C)(O)C)(O)C anti-cis-2,4,7,9-tetramethyldecen-4,7-diol